The molecule is a hexacyclic triterpenoid that is 13,28-epoxyursan-28-one with a terminal double bond between positions 20(30) and is substituted by hydroxy groups at position 3 and 22 (the 3beta,19alpha,22alpha stereoisomer). It is a taraxastane-type triterpene isolated from Hypericum oblongifolium and exhibits enzyme inhibitory activity against chymotrypsin. It has a role as a metabolite and an EC 3.4.21.1 (chymotrypsin) inhibitor. It is a gamma-lactone, a bridged compound, a diol, a hexacyclic triterpenoid and a secondary alcohol. It derives from a hydride of a taraxastane. C[C@H]1[C@@H]2[C@@]3(CC[C@@]4([C@@]2(CC[C@H]5[C@]4(CC[C@@H]6[C@@]5(CC[C@@H](C6(C)C)O)C)C)OC3=O)C)[C@H](CC1=C)O